F[C@@H]1CC2=CCCN2[C@H]1C (2R,3S,7aS)-2-fluoro-3-methyltetrahydro-1H-pyrrolizin